1-(4-(4,4,5,5-tetramethyl-1,3,2-dioxaborolan-2-yl)cyclohex-3-en-1-yl)ethan-1-one CC1(OB(OC1(C)C)C1=CCC(CC1)C(C)=O)C